3-[3-(1-ethyl-1H-pyrazol-4-yl)-5-fluoropyridin-2-yl]-3-methoxy-5,5-dimethyl-6-oxocyclohex-1-ene-1-carbonitrile C(C)N1N=CC(=C1)C=1C(=NC=C(C1)F)C1(C=C(C(C(C1)(C)C)=O)C#N)OC